COC(=O)C1=C(C(=NC=C1OC1=C(C(=C(C=C1)F)F)OC)C(F)(F)F)C (3,4-difluoro-2-methoxy-phenoxy)-3-methyl-2-(trifluoromethyl)pyridine-4-carboxylic acid methyl ester